BrC1=CC2=C(NC(C=N2)CC)N=C1 7-bromo-3-ethyl-3,4-dihydropyrido[2,3-b]pyrazin